C(CCC)N(C([C@@H](NC(CCCCC)=O)CCC(=O)O)=O)CCCC N-caproyl-glutamic acid dibutyl amide